4-[(1,3-dimethyl-1H-indazol-5-yl)amino]-6-[(1H-indol-6-yl)amino]pyridine-2-carbonitrile CN1N=C(C2=CC(=CC=C12)NC1=CC(=NC(=C1)NC1=CC=C2C=CNC2=C1)C#N)C